CN1N=CC(=C1)C1=CC=2C(=NC=C(C2)C(=O)NC=2C=NC(=C(C2)NC(CN2[C@H](CCCC2)C)=O)C)N1 (S)-2-(1-methyl-1H-pyrazol-4-yl)-N-(6-methyl-5-(2-(2-methylpiperidin-1-yl)acetamido)pyridin-3-yl)-1H-pyrrolo[2,3-b]pyridine-5-carboxamide